(S)-4-((3-chloro-2,4-difluorophenyl)(methyl)carbamoyl)-2-oxo-3-(4-(trifluoromethyl)quinoline-2-yl)imidazolidine-1-carboxylic acid tert-butyl ester C(C)(C)(C)OC(=O)N1C(N([C@@H](C1)C(N(C)C1=C(C(=C(C=C1)F)Cl)F)=O)C1=NC2=CC=CC=C2C(=C1)C(F)(F)F)=O